BrC=1C=C(C=C(C1)OC(F)(F)F)C1(CC(C1)C)C1=NN=CN1C 3-(1-(3-bromo-5-(trifluoromethoxy)phenyl)-3-methylcyclobutyl)-4-methyl-4H-1,2,4-triazole